N,N-dimethyl-glyoxylamide hemihydrate O.CN(C(C=O)=O)C.CN(C(C=O)=O)C